C1(CC1)C1=CC=C2C(=N1)C(CN2C2=NC(=NC=C2)NC2=C(C=C(C(=C2)[N+](=O)[O-])N(C)CCN(C)C)OC(F)F)(C)C N1-(4-(5-cyclopropyl-3,3-dimethyl-2,3-dihydro-1H-pyrrolo[3,2-b]pyridin-1-yl)pyrimidin-2-yl)-2-(difluoromethoxy)-N4-(2-(dimethylamino)ethyl)-N4-methyl-5-nitrobenzene-1,4-diamine